3-(4-(azepan-1-yl)pyrimidin-2-yl)-6-(difluoromethyl)imidazo[1,2-a]pyrazine N1(CCCCCC1)C1=NC(=NC=C1)C1=CN=C2N1C=C(N=C2)C(F)F